C[C@@H]1CN(C[C@@H](O1)C)CC1(CCN(CC1)C(=O)OC(C)(C)C)OC tert-butyl 4-[(2R,6S)-2,6-dimethylmorpholin-4-yl]methyl-4-methoxypiperidine-1-carboxylate